C(C)OC(NC(C)C1=CC(=CC=C1)B1OC(C(O1)(C)C)(C)C)=O ethyl(1-(3-(4,4,5,5-tetramethyl-1,3,2-dioxaborolan-2-yl)phenyl)ethyl)carbamate